2,6-bis(4-fluorophenyl)phenol FC1=CC=C(C=C1)C1=C(C(=CC=C1)C1=CC=C(C=C1)F)O